6-methyl-2-(3-methyl-cyclohex-3-enyl)-hept-5-en-2-ol CC(=CCCC(C)(O)C1CC(=CCC1)C)C